ClCOC(=O)OCC(=O)OC(C)(C)C Tert-Butyl {[(chloromethoxy)carbonyl]oxy}acetate